tert-butyl 8-(8-(methoxymethyl)-2-(pyridin-4-yl) pyrido[3,4-d]pyrimidin-4-yl)-2,8-diazaspiro[4.5]decane-2-carboxylate COCC1=NC=CC2=C1N=C(N=C2N2CCC1(CCN(C1)C(=O)OC(C)(C)C)CC2)C2=CC=NC=C2